tert-butyl N-(5-{2-[(tert-butoxycarbonyl)aminosulfonyl]-5-({5-[3-[(tert-butyldimethylsilyl)oxy]cyclopentyl]pyrimidin-2-yl}amino)phenoxy}pentyl)carbamate C(C)(C)(C)OC(=O)NS(=O)(=O)C1=C(OCCCCCNC(OC(C)(C)C)=O)C=C(C=C1)NC1=NC=C(C=N1)C1CC(CC1)O[Si](C)(C)C(C)(C)C